4-methoxy-5-nitro-1H-indazole COC1=C2C=NNC2=CC=C1[N+](=O)[O-]